COC(C(CC1=NN(C=C1I)CC1=CC=C(C=C1)OC)O)=O 2-hydroxy-3-(4-iodo-1-(4-methoxybenzyl)-1H-pyrazol-3-yl)propionic acid methyl ester